[OH-].O.[Ga+3].[OH-].[OH-] gallium water hydroxide